5-((2-(azetidin-1-ylmethyl)-3-fluorobenzyl)amino)-6-methyl-N-(thiazol-4-yl)pyridine-2-sulfonamide N1(CCC1)CC1=C(CNC=2C=CC(=NC2C)S(=O)(=O)NC=2N=CSC2)C=CC=C1F